C1(=CC=C(C=C1)C1=NC(=NC(=N1)C1=CC=C(C=C1)C1=CC=C(C=C1)C1=NC=CC=C1)C1=CC=C(C=C1)C1=CC=C(C=C1)C1=NC=CC=C1)C1=CC=CC=C1 2-(biphenyl-4-yl)-4,6-bis(4'-(pyridine-2-yl)biphenyl-4-yl)-1,3,5-triazine